(R)-4-benzyl-3-(2-(4-(((triisopropylsilyl)oxy)methyl)phenyl)acetyl)oxazolidin-2-one C(C1=CC=CC=C1)[C@H]1N(C(OC1)=O)C(CC1=CC=C(C=C1)CO[Si](C(C)C)(C(C)C)C(C)C)=O